ClC1=C(COC=2C(=NC=C(C2)C2=C(C=CC=C2)CN(C)C)N)C(=CC=C1F)F 3-(2-chloro-3,6-difluoro-benzyloxy)-5-(2-dimethylaminomethyl-phenyl)-pyridin-2-ylamine